C(#N)C(C(=O)OCCC)=C n-propyl cyanoacrylate